C(CCCCCCCCCCCCCCCCCCCCCCCCCCCCCCC)O dotriacontyl alcohol